ClC1=CC=C2C(=NC=3N(C2=C1)C=NN3)N(C=3C=C(C=C(C3)F)CC(C#C)(O)C)C (3-((8-chloro-[1,2,4]triazolo[4,3-a]quinazolin-5-yl)(methyl)amino)-5-fluorophenyl)-2-methylbut-3-yn-2-ol